C(C)(C)(C)C1(C(C=CC=C1)N=C=N)C(C)(C)C 2,2-di-tert-butyl-phenyl-carbodiimide